CC1(CCCCC1)OC(=O)C1C2C3C4CC(C(C3C(C1)C2)C4)OC(=O)C4C2C=CC(C4)C2 5-(9-1-methylcyclohexyloxycarbonyl-tetracyclo[6.2.1.13,6.02,7]-dodecane-4-yloxycarbonyl)-bicyclo[2.2.1]hept-2-ene